(1-amino-3,3-difluorocyclobutyl)methanol NC1(CC(C1)(F)F)CO